NC1=NC=2C=CC(=CC2C2=C1C=NN2C)C(=O)N(NC(=O)C2(CC2)F)CC2=NC=C(C=C2)C(F)(F)F 4-amino-N'-(1-fluorocyclopropane-1-carbonyl)-1-methyl-N-((5-(trifluoromethyl)pyridin-2-yl)methyl)-1H-pyrazolo[4,3-c]quinoline-8-carbohydrazide